[I-].CN1C(C=CC2=CC=CC=C12)C 1,2-dimethylquinoline iodide salt